tert-butyl (3R,4R)-3-methyl-4-prop-2-ynoxy-piperidine-1-carboxylate C[C@@H]1CN(CC[C@H]1OCC#C)C(=O)OC(C)(C)C